(2S,SR)-5-methyl-2-propan-2-ylcyclohexan-1-one C[C@H]1CC[C@H](C(C1)=O)C(C)C |&1:1|